1-(2-chloro-4-((6-methoxy-7-(3-(pyrrolidin-1-yl)propoxy)quinazolin-4-yl)oxy)phenyl)-3-(1-methyl-1H-pyrazol-5-yl)urea ClC1=C(C=CC(=C1)OC1=NC=NC2=CC(=C(C=C12)OC)OCCCN1CCCC1)NC(=O)NC1=CC=NN1C